dimethyl dideuterosuccinate [2H]C(C(C(=O)OC)[2H])C(=O)OC